2-amino-3-((4-methoxybenzyl)thio)-3-methylbutanoic acid NC(C(=O)O)C(C)(C)SCC1=CC=C(C=C1)OC